COC=1C=C(C=CC1OC)C=1NC2=CC=C(C=C2C1C(C)C)C=1C=NC(=CC1C)N1CCN(CC1)CC(C)C 2-(3,4-dimethoxyphenyl)-5-(6-(4-isobutylpiperazin-1-yl)-4-methylpyridin-3-yl)-3-isopropyl-1H-indole